C1(=CC=CC=C1)C1=NC(=NC(=N1)C1=CC=CC=C1)C1=CC(=C(C(=C1)C=1C=CC=2N(C3=CC=CC=C3C2C1)C1=CC=CC=C1)C=1OC2=C(N1)C=CC=C2)C=2C=CC=1N(C3=CC=CC=C3C1C2)C2=CC=CC=C2 2-(4-(4,6-diphenyl-1,3,5-triazin-2-yl)-2,6-bis(9-phenyl-9H-carbazol-3-yl)phenyl)benzo[d]oxazole